(2R,3S,5S)-4-[[3-(4-Fluoro-2-methoxy-3-methyl-phenyl)-5-methyl-5-(trifluoromethyl)tetrahydrofuran-2-carbonyl]amino]pyridin-2-carboxamid FC1=C(C(=C(C=C1)[C@H]1[C@@H](O[C@@](C1)(C(F)(F)F)C)C(=O)NC1=CC(=NC=C1)C(=O)N)OC)C